FC=1C(=C(C(=NC1)N)N)C1CCNCC1 5-fluoro-4-(4-piperidyl)pyridine-2,3-diamine